N1=C(C=CC=C1)OC1=CC=C(C=C1)C1=NOC(=N1)CC(C(=O)O)=C 2-((3-(4-(pyridin-2-yloxy)phenyl)-1,2,4-oxadiazol-5-yl)methyl)acrylic acid